ClC=1C=C(C=C(C1)F)C1=CC=NC=2N1N=C(C2C2=NC=1C(=NC=C(C1)C(F)(F)F)N2C)SCC 2-(7-(3-Chloro-5-fluorophenyl)-2-(ethylthio)pyrazolo[1,5-a]pyrimidin-3-yl)-3-methyl-6-(trifluoromethyl)-3H-imidazo[4,5-b]pyridine